(4-methoxybenzyl)maleimide COC1=CC=C(CC=2C(=O)NC(C2)=O)C=C1